α-Cumylperoxyneodecanoat C(C)(C)(C1=CC=CC=C1)OOC(CCCCCC(C)(C)C)=O